(1R,4S)-4-[2-[1-(2,6-dioxopiperidin-3-yl)-3-methyl-2-oxo-1,3-benzodiazol-5-yl]ethyl]cyclohexane-1-carboxylic acid O=C1NC(CCC1N1C(N(C2=C1C=CC(=C2)CCC2CCC(CC2)C(=O)O)C)=O)=O